4-(2',6'-bis(benzyloxy)-[3,3'-bipyridine]-6-yl)piperazine-1-carboxylic acid tert-butyl ester C(C)(C)(C)OC(=O)N1CCN(CC1)C1=CC=C(C=N1)C=1C(=NC(=CC1)OCC1=CC=CC=C1)OCC1=CC=CC=C1